N-(1-(N-((1S)-2-(6-fluoro-2,3-dimethylphenyl)-1-(5-oxo-4,5-dihydro-1,3,4-oxadi-azol-2-yl)propyl)sulfamoyl)-piperidin-4-yl)-N-methyl-acetamide FC1=CC=C(C(=C1C([C@@H](C=1OC(NN1)=O)NS(=O)(=O)N1CCC(CC1)N(C(C)=O)C)C)C)C